(3-((3,3-difluoroazetidin-1-yl)methyl)bicyclo[1.1.1]-pentan-1-yl)(5-(3,5-difluoro-phenyl)-4,5-dihydro-1H-pyrazol-1-yl)methanone FC1(CN(C1)CC12CC(C1)(C2)C(=O)N2N=CCC2C2=CC(=CC(=C2)F)F)F